1-(1-(2-trityl-2H-tetrazol-5-yl)cyclopropoxy)propan-2-one C(C1=CC=CC=C1)(C1=CC=CC=C1)(C1=CC=CC=C1)N1N=C(N=N1)C1(CC1)OCC(C)=O